C(C1CO1)OC(CC[Si](OCC)(OCC)OCC)C γ-glycidoxybutyltriethoxysilane